6-((4-(6-bromo-1-(tetrahydro-2H-pyran-2-yl)-1H-indazol-4-yl)-1H-1,2,3-triazol-1-yl)methyl)-2-formyl-1H-indole-1-carboxylic acid tert-butyl ester C(C)(C)(C)OC(=O)N1C(=CC2=CC=C(C=C12)CN1N=NC(=C1)C1=C2C=NN(C2=CC(=C1)Br)C1OCCCC1)C=O